FC=1C=NC(=NC1)[C@]12CC[C@@H](C[C@@H]2C1)OC[C@@H]1N([C@@H](C[C@@H]1NS(=O)(=O)C)C)C(=O)OCC1CC(C1)F (3-fluorocyclobutyl)methyl (2R,3S,5R)-2-((((1S,3S,6R)-6-(5-fluoropyrimidin-2-yl)bicyclo[4.1.0]heptan-3-yl)oxy)methyl)-5-methyl-3-(methylsulfonamido)pyrrolidine-1-carboxylate